(R)-N-((S)-2-(6-amino-5-((2-amino-3-chloropyridin-4-yl)thio)pyrazin-2-yl)-2,3,4,5-tetrahydro-1H-benzo[c]azepin-5-yl)-2-methylpropane-2-sulfinamide NC1=C(N=CC(=N1)N1CC2=C([C@H](CC1)N[S@](=O)C(C)(C)C)C=CC=C2)SC2=C(C(=NC=C2)N)Cl